triethylene glycol mononosylate S(=O)(=O)(C1=CC=C([N+](=O)[O-])C=C1)OCCOCCOCCO